2-[[5-Ethylsulfanyl-6-[5-methoxy-3-methyl-4-oxo-6-(trifluoromethyl)imidazo[4,5-c]pyridin-2-yl]-3-pyridyl]oxy]-2-methyl-propanenitrile C(C)SC=1C=C(C=NC1C1=NC2=C(C(N(C(=C2)C(F)(F)F)OC)=O)N1C)OC(C#N)(C)C